O=C1NC(=NS1)[C@H]1[C@@H](C1)C1=CC=C(C=C1)S(=O)(=O)N 4-[(1R,2R)-2-(5-oxo-4,5-dihydro-1,2,4-thiadiazol-3-yl)cyclopropyl]benzenesulfonamide